ClC(C=1NCCC1)(Cl)Cl 2-(trichloromethyl)-4,5-dihydroAzole